F[C@@H]1C2CC[C@@H](C[C@@H]1N(C1=CN=C(N=N1)SC)C)N2C(=O)OC(C)(C)C tert-butyl (2S,3S,5S)-2-fluoro-3-[methyl[3-(methylsulfanyl)-1,2,4-triazin-6-yl]amino]-8-azabicyclo[3.2.1]octane-8-carboxylate